F[B-](F)(F)F.COC1=C(C2=CC=CC=C2C=C1)C(C1=C(C=CC2=CC=CC=C12)OC)[SH2+] di(methoxynaphthyl)methylsulfonium tetrafluoroborate